CC1=C(C=C(C(=O)OC)C=C1)N1N=CC(=C1)C=1C=NC=CC1 Methyl 4-methyl-3-[4-(3-pyridyl)pyrazol-1-yl]benzoate